Cl.C1OCC12CC(C2)N 2-oxaspiro[3.3]heptane-6-amine hydrochloride